(Cyclopropanecarboxamido)-4-((3-(6-(1-ethoxyethenyl)pyridazin-3-yl)-2-methoxyphenyl)amino)-N-(methyl-d3)pyridazine-3-carboxamide C1(CC1)C(=O)NC=1C(=C(N=NC1)C(=O)NC([2H])([2H])[2H])NC1=C(C(=CC=C1)C=1N=NC(=CC1)C(=C)OCC)OC